4-(difluoromethyl)-6-(2-(methoxymethyl)phenyl)-1-tosyl-1,2,3,4-tetrahydropyridine FC(C1CCN(C(=C1)C1=C(C=CC=C1)COC)S(=O)(=O)C1=CC=C(C)C=C1)F